chloro-2-ethylbenzothiazole ClC1=CC=CC2=C1N=C(S2)CC